2-(3-ethylpentanoylamino)-4-[[2-methoxypropyl]-[4-(5,6,7,8-tetrahydro-1,8-naphthyridin-2-yl)butyl]amino]butanoic acid C(C)C(CC(=O)NC(C(=O)O)CCN(CCCCC1=NC=2NCCCC2C=C1)CC(C)OC)CC